4-(decanoyloxy)benzene-1-sulfonate C(CCCCCCCCC)(=O)OC1=CC=C(C=C1)S(=O)(=O)[O-]